N1N=C(C=C1)N1N=C2CCN(CC=3C2=C1N=C(C3)N3[C@@H](COCC3)C)C3CC(C3)C(F)(F)F (R)-4-(2-(1H-pyrazol-3-yl)-7-(3-(trifluoromethyl)cyclobutyl)-6,7,8,9-tetrahydro-2H-1,2,3,7-tetraazabenzo[cd]azulene-4-yl)-3-methylmorpholine